FC(C(=O)C1=CC=C(C=C1)C)C(C(F)(F)F)(O)O 2,4,4,4-tetrafluoro-3,3-dihydroxy-1-(p-tolyl)butan-1-one